Cl.F[C@@H]1CNCCN(C1)C1=CC=C2C(=NN=C(C2=C1)N[C@H](C)C1=C(C(=CC=C1)C(F)(F)F)C)C 7-((R)-6-fluoro-1,4-diazepan-1-yl)-4-methyl-N-((R)-1-(2-methyl-3-(trifluoromethyl)phenyl)ethyl)phthalazin-1-amine Hydrochloride salt